2-(4-(bromoethynyl)benzoylamino)-3-hydroxybutyric acid methyl ester COC(C(C(C)O)NC(C1=CC=C(C=C1)C#CBr)=O)=O